CN(C(C(F)(F)F)=O)C(C(F)(F)F)=O N-methyl-bis(trifluoroacetyl)amine